N-(3-(difluoromethyl)-1-methyl-1H-pyrazol-5-yl)-2-((2-methoxyphenyl)amino)benzamide FC(C1=NN(C(=C1)NC(C1=C(C=CC=C1)NC1=C(C=CC=C1)OC)=O)C)F